ClC=1C=C2C(=NC1OC)C(=C(N2C)C2=NNC(=N2)C(C#N)C)N2C=NC=C2 2-(3-(6-chloro-3-(1H-imidazol-1-yl)-5-methoxy-1-methyl-1H-pyrrolo[3,2-b]pyridin-2-yl)-1H-1,2,4-triazol-5-yl)propionitrile